5-Chloro-6-(2-hydroxy-2-methylpropoxy)-4-(6-(4-(pyridin-2-oxy)piperidin-1-yl)pyridin-3-yl)pyrazolo[1,5-a]pyridine-3-carbonitrile ClC1=C(C=2N(C=C1OCC(C)(C)O)N=CC2C#N)C=2C=NC(=CC2)N2CCC(CC2)OC2=NC=CC=C2